Rac-(4-amino-7-fluoro-1,3-dihydrofuro[3,4-c]quinolin-8-yl)((2s,5r)-2-(1-(2-(dimethylamino)ethyl)-1H-indazol-5-yl)-5-methylpiperidin-1-yl)methanone NC1=NC=2C=C(C(=CC2C2=C1COC2)C(=O)N2[C@@H](CC[C@H](C2)C)C=2C=C1C=NN(C1=CC2)CCN(C)C)F |r|